FC1=C(N)C=C(C(=C1)OC)OCC1=CC=CC2=C1N=C(O2)OC 2-fluoro-4-methoxy-5-[(2-methoxy-1,3-benzoxazol-4-yl)methoxy]aniline